CC1=NC(=NO1)C1=CC=C2C=CN=C(C2=C1)NCCN1CC2=CC=C(C=C2C1=O)NC(CC)=O N-[2-[2-[[7-(5-methyl-1,2,4-oxadiazol-3-yl)-1-isoquinolinyl]amino]ethyl]-3-oxo-isoindolin-5-yl]propionamide